BrC=1C(=NC=C(C(=O)O)C1)C 5-bromo-6-methylnicotinic acid